N=1C=CN2C1C=CC(=C2)C2=CNC=1N=C(N=C(C12)OC)N[C@@H]1CC[C@@H](CC1)OC(F)(F)F 5-(Imidazo[1,2-a]pyridin-6-yl)-4-methoxy-N-(cis-4-(trifluoromethoxy)cyclohexyl)-7H-pyrrolo[2,3-d]pyrimidin-2-amine